ethyl 2-methoxy-7-(1,3,4-thiadiazol-2-yl)quinoline-3-carboxylate COC1=NC2=CC(=CC=C2C=C1C(=O)OCC)C=1SC=NN1